[K+].[K+].C1=C(C=CC2=CC(=CC=C12)S(=O)(=O)[O-])S(=O)(=O)[O-] naphthalene-2,6-disulfonate dipotassium salt